(2s,4r)-2-((1H-pyrazol-1-yl)methyl)-4-azidopyrrolidine-1-carboxylic acid tert-butyl ester C(C)(C)(C)OC(=O)N1[C@@H](C[C@H](C1)N=[N+]=[N-])CN1N=CC=C1